CCCCCCCCC(CCCCCCCCCCCC)O heneicosane-9-ol